2-[(2R)-2-(1-cyclopropylpyrazol-4-yl)tetrahydropyran-4-yl]-4-(2,5-difluoro-4-methyl-phenyl)-6,7-dimethyl-pteridine C1(CC1)N1N=CC(=C1)[C@@H]1OCCC(C1)C1=NC2=NC(=C(N=C2C(=N1)C1=C(C=C(C(=C1)F)C)F)C)C